2-[(benzyloxycarbonyl)amino]-2,4-dimethylpent-4-enoic acid C(C1=CC=CC=C1)OC(=O)NC(C(=O)O)(CC(=C)C)C